CN(C(=O)C1N(CC2=CC(=CC=C2C1)B(O)O)C)C (3-(dimethylcarbamoyl)-2-methyl-1,2,3,4-tetrahydroisoquinolin-7-yl)boronic acid